CC1=C(C(=O)NC(C)C2=CC(=NC3=CC=CC=C23)C=2C=NNC2)C=CC=C1 2-methyl-N-{1-[2-(1H-pyrazol-4-yl)quinolin-4-yl]ethyl}benzamide